C([O-])([O-])=O.[Na+].C(C1=CC=CC=C1)OC=1C(=CC2=C(C(OC3=CC(=C(C=C23)C)O)=O)C1)C.[Na+] 8-(benzyloxy)-3-hydroxy-2,9-dimethyl-6H-benzo[c]chromen-6-one sodium carbonate